FC1=C(CN2C(C3=NC=CC=C3C2=O)([2H])[2H])C=CC(=C1)B1OC(C(O1)(C)C)(C)C 6-(2-Fluoro-4-(4,4,5,5-tetramethyl-1,3,2-dioxaborolan-2-yl)benzyl)-6,7-dihydro-5H-pyrrolo[3,4-b]pyridin-5-one-7,7-d2